1,3-Dimethylimidazolinium chlorid [Cl-].C[NH+]1CN(CC1)C